C12(CC3CC(CC(C1)C3)C2)C(=O)OC2=CC(=C(C=C2)NC2=NC=C(C(=N2)NC2=C(C=CC=C2C(NC)=O)C)C(F)(F)F)OC (3-methoxy-4-((4-((2-methyl-6-(methylcarbamoyl) phenyl) amino)-5-(trifluoromethyl) pyrimidin-2-yl) amino) phenyl) adamantane-1-carboxylate